tert-butyl (4-((2-methoxyethoxy)methyl)-6-(trifluoromethyl)benzo[d]thiazol-2-yl)carbamate COCCOCC1=CC(=CC2=C1N=C(S2)NC(OC(C)(C)C)=O)C(F)(F)F